O1C=2C(OCC1COCCCC(S(=O)(=O)[O-])C)=CSC2.[K+] potassium 4-[(2,3-dihydrothieno[3,4-b]-[1,4]dioxin-2-yl)methoxy]-1-methyl-1-butanesulfonate